F[C@@H]1CN(CC[C@@H]1NC1=NN2C(C(=N1)OC)=C(C(=C2)F)C=2C=CC1=C(N(C=N1)CCF)C2)C(CO)=O 1-((3R,4S)-3-fluoro-4-((6-fluoro-5-(1-(2-fluoroethyl)-1H-benzo[d]imidazol-6-yl)-4-methoxypyrrolo[2,1-f][1,2,4]triazin-2-yl)amino)piperidin-1-yl)-2-hydroxyethan-1-one